4-(3-([1,2,4]triazolo[1,5-a]pyridin-6-yl)-2-(6-methylpyridin-2-yl)-7-oxo-2H-pyrazolo[3,4-c]pyridin-6(7H)-yl)-N-methylbenzenesulfonamide N=1C=NN2C1C=CC(=C2)C=2N(N=C1C(N(C=CC12)C1=CC=C(C=C1)S(=O)(=O)NC)=O)C1=NC(=CC=C1)C